BrC=1C(=C(OC(C)(O)C2=C(C=C(C=C2)Cl)Cl)C=CC1)I (3-bromo-2-iodophenoxy)-1-(2,4-dichlorophenyl)ethan-1-ol